tert-butyl (S)-2-(4-bromo-1H-imidazol-2-yl)pyrrolidine-1-carboxylate BrC=1N=C(NC1)[C@H]1N(CCC1)C(=O)OC(C)(C)C